4-(2-(2-(2-isopropyl-Phenyl)pyrrolidin-1-yl)-7-azaspiro[3.5]nonan-7-yl)benzamide C(C)(C)C1=C(C=CC=C1)C1N(CCC1)C1CC2(C1)CCN(CC2)C2=CC=C(C(=O)N)C=C2